BrC1=CC=C(C=C1)C(C)(C)C p-bromotert-butylbenzene